2-(4-methoxyphenyl)-5-(1-methyl-1H-pyrazol-4-yl)-N4-(piperidin-4-yl)pyrimidine-2,4-diamine COC1=CC=C(C=C1)C1(NC=C(C(=N1)NC1CCNCC1)C=1C=NN(C1)C)N